2-(2-(3-fluoro-5-(trifluoromethyl)benzyl)pyridin-4-yl)-2,5,6,7-tetrahydro-4H-pyrazolo[4,3-c]pyridin FC=1C=C(CC2=NC=CC(=C2)N2N=C3C(CNCC3)=C2)C=C(C1)C(F)(F)F